1-ethyl-4-methyl-N-(1-methyl-cyclopropyl)-5-oxo-1,2,4,5-tetrahydroimidazo[1,2-a]quinazoline-7-sulfonamide C(C)C1CN=C2N1C1=CC=C(C=C1C(N2C)=O)S(=O)(=O)NC2(CC2)C